2-methyl-1-(4-(4-methylpiperazin-1-yl)-2-nitrophenoxy)propan-2-ol CC(COC1=C(C=C(C=C1)N1CCN(CC1)C)[N+](=O)[O-])(C)O